2-(2-(5-(2,4-Di-t-butylphenoxy)pentanoylamino)benzoylamino)benzoic acid C(C)(C)(C)C1=C(OCCCCC(=O)NC2=C(C(=O)NC3=C(C(=O)O)C=CC=C3)C=CC=C2)C=CC(=C1)C(C)(C)C